(2-Chloro-5-methoxyphenyl)(7-{[2-(4-chlorophenyl)-imidazo[1,2-a]pyridin-3-yl]methyl}-3-oxa-7,9-diazabicyclo[3.3.1]non-9-yl)methanone ClC1=C(C=C(C=C1)OC)C(=O)N1C2COCC1CN(C2)CC2=C(N=C1N2C=CC=C1)C1=CC=C(C=C1)Cl